7-(4-chloro-5-(5-methoxypyridin-3-yl)-1-methyl-1H-indol-2-yl)-4-methyl-3,4-dihydro-2H-pyrido[3,2-b][1,4]oxazine ClC1=C2C=C(N(C2=CC=C1C=1C=NC=C(C1)OC)C)C1=CC=2OCCN(C2N=C1)C